Bromotrifluoromethan BrC(F)(F)F